C1(CC1)C1=C(C(=NN1C=1SC=C(N1)C(=O)OCC)C1=CC=CC=C1)OC1=CC=C(C=C1)S(N)(=O)=O ethyl 2-(5-cyclopropyl-3-phenyl-4-(4-sulfamoylphenoxy)-1H-pyrazol-1-yl)thiazole-4-carboxylate